CC1=C(C(=O)NC2=CC(=NC=C2)C(F)(F)F)C=CC=C1C1=C2C=CNC(C2=CC=C1)=O 2-methyl-3-(1-oxo-1,2-dihydroisoquinolin-5-yl)-N-(2-(trifluoromethyl)pyridin-4-yl)benzamide